N1(C=NC=C1)C=1N(C2=CC(=CC=C2C1)C1=NC=CC(=N1)NC1=CC=C(C=C1)C=1C=NNC1)C 2-(2-(1H-imidazol-1-yl)-1-methyl-1H-indol-6-yl)N-(4-(1H-pyrazol-4-yl)phenyl)pyrimidin-4-amine